(E)-2-benzylidenepentanal C(/C1=CC=CC=C1)=C(\C=O)/CCC